C1(CCCC1)N1N=CC2=C1N=C(NC2=O)COC2=C(C=C(C=C2)F)F 1-Cyclopentyl-6-[(2,4-difluorophenoxy)methyl]-1H-pyrazolo[3,4-d]pyrimidin-4(5H)-one